1-(phenylazo)-2-naphthalenol C1(=CC=CC=C1)N=NC1=C(C=CC2=CC=CC=C12)O